OB1OC(C2=C1C(=CC=C2)C(=O)NCC=2C=C(C(=O)O)C=C(C2)CNC(=O)C2=CC=CC1=C2B(OC1(C)C)O)(C)C 3,5-bis((1-hydroxy-3,3-dimethyl-1,3-dihydrobenzo[c][1,2]oxaborole-7-carboxamido)methyl)benzoic acid